2-acetyl-3-(1-methylindol-5-yl)-3,4-dihydropyrazol C(C)(=O)N1N=CCC1C=1C=C2C=CN(C2=CC1)C